FC1=CC2=C(C(=C(S2)C(=O)O)C2=C(C(=C(C=C2F)F)OC)F)C=C1 6-Fluoro-3-(2,4,6-trifluoro-3-methoxyphenyl)-1-benzothiophene-2-carboxylic acid